4-{[(6-chloropyridin-3-yl)methyl](3,4-dichlorobenzyl)amino}furan-2(5H)-one ClC1=CC=C(C=N1)CN(C1=CC(OC1)=O)CC1=CC(=C(C=C1)Cl)Cl